C(C)(C)OC1CN(C1)C(=O)NCC1=C(C=C(C=C1)C1=NC(=NC=C1)NC1=CC=C2CCN(CC2=C1)C(=O)OC(C)(C)C)C tert-butyl 7-((4-(4-((3-isopropoxyazetidine-1-carboxamido)methyl)-3-methylphenyl)pyrimidin-2-yl)amino)-3,4-dihydroisoquinoline-2(1H)-carboxylate